benzoylhydrazine platinum (II) [Pt+2].C(C1=CC=CC=C1)(=O)NN